O1CCN(CC1)C1=CC=C(C=C1)/C=C/C(C)=O (E)-4-(4-morpholinophenyl)but-3-en-2-one